1-(3-Ethylpyridin-4-yl)-7-methoxy-3-methyl-8-(1-methyl-1H-pyrazol-4-yl)-1,3-dihydroimidazo[4,5-c]quinolin-2-one C(C)C=1C=NC=CC1N1C(N(C=2C=NC=3C=C(C(=CC3C21)C=2C=NN(C2)C)OC)C)=O